Quinoline-3(4H)-one N1=CC(CC2=CC=CC=C12)=O